(3S,5S)-5-amino-1-(5-(1-(difluoromethyl)-1H-pyrazol-4-yl)-2-((2-(2-fluoro-6-methoxyphenyl)pyrimidin-4-yl)amino)pyridin-4-yl)piperidin-3-ol N[C@H]1C[C@@H](CN(C1)C1=CC(=NC=C1C=1C=NN(C1)C(F)F)NC1=NC(=NC=C1)C1=C(C=CC=C1OC)F)O